5-(1-(1-(quinolin-6-yl)ethyl)-1H-imidazo[4,5-b]pyrazin-6-yl)pyrimidin-2-amine N1=CC=CC2=CC(=CC=C12)C(C)N1C=NC=2C1=NC(=CN2)C=2C=NC(=NC2)N